(2R,3R)-3-(benzyloxy)butan-2-ol C(C1=CC=CC=C1)O[C@@H]([C@@H](C)O)C